4-(5-(methylthio)-1,2,4-thiadiazol-3-yl)aniline CSC1=NC(=NS1)C1=CC=C(N)C=C1